BrC=1N=CC(=NC1)C=1C(=NN2C1C=C(C(=C2)OCC)C(=O)N)C (5-bromopyrazin-2-yl)-6-ethoxy-2-methylpyrazolo[1,5-a]pyridine-5-carboxamide